N-(4-(3-(4-(7-fluoroquinolin-4-yl)piperazine-1-carbonyl)piperidine-1-carbonyl)phenyl)acetamide FC1=CC=C2C(=CC=NC2=C1)N1CCN(CC1)C(=O)C1CN(CCC1)C(=O)C1=CC=C(C=C1)NC(C)=O